rac-(3S)-N,N-dimethyl-1-[6-[2-(6-methyl-2-pyridyl)imidazo[1,2-a]pyridin-3-yl]-1,5-naphthyridin-3-yl]pyrrolidin-3-amine CN([C@@H]1CN(CC1)C=1C=NC2=CC=C(N=C2C1)C1=C(N=C2N1C=CC=C2)C2=NC(=CC=C2)C)C |r|